6-chloro-4-(2,2-dimethyl-propylamino)-nicotinic acid ethyl ester C(C)OC(C1=CN=C(C=C1NCC(C)(C)C)Cl)=O